FC=1C=C(C=CC1C1=CSC=C1)SC=1C=C(C(=CC1)N)N 4-((3-fluoro-4-(thiophen-3-yl)phenyl)thio)benzene-1,2-diamine